1,3,5-tri(2-trifluoromethyl-4-aminophenoxy)benzene FC(C1=C(OC2=CC(=CC(=C2)OC2=C(C=C(C=C2)N)C(F)(F)F)OC2=C(C=C(C=C2)N)C(F)(F)F)C=CC(=C1)N)(F)F